C1(=CC=CC=C1)N(C(=O)N1[C@@H]([C@H]2CC[C@@H](C1)N2C(N(CC=2SC=CC2)CC)=O)C(=O)O)C2=CC=CC=C2 (1R,2S,5S)-3-(diphenylcarbamoyl)-8-(ethyl(thiophene-2-ylmethyl)carbamoyl)-3,8-diazabicyclo[3.2.1]octane-2-carboxylic acid